(4-amino-1-tert-butyl-pyrazolo[3,4-d]pyrimidin-3-yl)-N-(cyclopropylmethoxy)-1H-indole-2-carboxamide NC1=C2C(=NC=N1)N(N=C2N2C(=CC1=CC=CC=C21)C(=O)NOCC2CC2)C(C)(C)C